FC=1C=C(C=C(C1)C(F)(F)F)NC(=O)[C@]12[C@H]3C[C@@H]([C@@H]([C@@]2(C1)C=1C(=NN(C1)C)C(F)(F)F)O3)O |r| rac-(1r,2r,4s,5r,6s)-N-(3-fluoro-5-(trifluoromethyl)phenyl)-6-hydroxy-4-(1-methyl-3-(trifluoromethyl)-1H-pyrazol-4-yl)-8-oxatricyclo[3.2.1.02,4]octane-2-carboxamide